N-(5'-(Dimethylcarbamoyl)-6-methoxy-[2,3'-bipyridin]-5-yl)-5-methyl-3-phenylisoxazole-4-carboxamide CN(C(=O)C=1C=C(C=NC1)C1=NC(=C(C=C1)NC(=O)C=1C(=NOC1C)C1=CC=CC=C1)OC)C